C(C)(C)(C)OC(=O)N1CCC(CC1)C1=NC(=CC=C1)OCC1=C(C=C(C=C1)C(C)=O)Cl 4-(6-((4-Acetyl-2-chlorobenzyl)oxy)pyridin-2-yl)piperidine-1-carboxylic acid tert-butyl ester